4-Chloro-6-(2-chloro-3-methoxyphenyl)-2-(1-methyl-1H-imidazol-2-yl)-5-phenylpyrrolo[2,1-f][1,2,4]triazine ClC1=NC(=NN2C1=C(C(=C2)C2=C(C(=CC=C2)OC)Cl)C2=CC=CC=C2)C=2N(C=CN2)C